4-({4-carboxy-[1,1'-biphenyl]-3-yl}carbamoyl)benzene-1,3-dicarboxylic acid C(=O)(O)C1=C(C=C(C=C1)C1=CC=CC=C1)NC(=O)C1=C(C=C(C=C1)C(=O)O)C(=O)O